5-(benzyloxy)-7-methyl-1-tosyl-1H-indole C(C1=CC=CC=C1)OC=1C=C2C=CN(C2=C(C1)C)S(=O)(=O)C1=CC=C(C)C=C1